(E)-N-(2-(5-bromo-1'-methyl-2,2'-dioxo-[3,3'-biindolinylidene]-1-yl)ethyl)-3-(dimethylamino)propanamide BrC=1C=C2\C(\C(N(C2=CC1)CCNC(CCN(C)C)=O)=O)=C\1/C(N(C2=CC=CC=C12)C)=O